C(C)(C)(C)OC(=O)NC=1C2=C(N=CN1)N(C(=C2)B(O)O)C (4-{[(tert-butoxy)carbonyl]amino}-7-methyl-7H-pyrrolo[2,3-d]pyrimidin-6-yl)boronic acid